o-nitrobenzenesulfonate sodium [Na+].[N+](=O)([O-])C1=C(C=CC=C1)S(=O)(=O)[O-]